N1N=CC(=C1)C1=CC=C(CN(C(=O)[C@H]2CN(CCC2)C=2C=C(OC(C(=O)N3CC4(C3)CCN(CC4)C(=O)OC(C)(C)C)(C)C)C=CC2)C2CC2)C=C1 tert-butyl (R)-2-(2-(3-(3-((4-(1H-pyrazol-4-yl)benzyl)(cyclopropyl)carbamoyl) piperidin-1-yl)phenoxy)-2-methylpropanoyl)-2,7-diazaspiro[3.5]nonane-7-carboxylate